2-(1-pentenyl)-Furan C(=CCCC)C=1OC=CC1